tert-butyl 4-oxo-2,3,4,7-tetrahydro-1H-azepine-1-carboxylate O=C1CCN(CC=C1)C(=O)OC(C)(C)C